OC1=C(C=CC(=C1)C(F)(F)F)C1=C(C=C(N=N1)N[C@H]1CN(CCC1)CCC(=O)OCC)C ethyl 3-[(3R)-3-({6-[2-hydroxy-4-(trifluoromethyl)phenyl]-5-methylpyridazin-3-yl}amino)piperidin-1-yl]propanoate